BrC=1C=C(C(=NC1)OCC(=O)N1CCN(CC1)C(=O)OC(C)(C)C)Cl tert-butyl 4-(2-((5-bromo-3-chloropyridin-2-yl)oxy)acetyl)piperazin-1-carboxylate